4-(3-(1H-imidazol-2-yl)phenyl)-2-chloro-5-fluoropyrimidine N1C(=NC=C1)C=1C=C(C=CC1)C1=NC(=NC=C1F)Cl